N-((1-((1r,4r)-4-(Cyanomethyl)cyclohexyl)-6-(phenylsulfonyl)-1,6-dihydroimidazo[4,5-d]pyrrolo[2,3-b]pyridin-2-yl)methoxy)isobutyrimidamide C(#N)CC1CCC(CC1)N1C(=NC=2C1=C1C(=NC2)N(C=C1)S(=O)(=O)C1=CC=CC=C1)CONC(C(C)C)=N